FC1=C(SC2=C1COCC2)[S@](=O)(N)=NC(NC2=C1C(=CC=3CCCC23)CC1)=O |o1:10| (S) or (R)-3-fluoro-N'-((2,4,5,6-tetrahydro-1H-cyclobuta[f]inden-3-yl)carbamoyl)-6,7-dihydro-4H-thieno[3,2-c]pyran-2-sulfonimidamide